COC(=O)C1CNCC1 methylpyrrolidine-3-carboxylate